ONC(=O)C12CC(C1)(C2)C=2N=CC1=C(N2)C=NC(=C1)N(C1CCNCC1)C N-hydroxy-3-(6-(methyl(piperidin-4-yl)amino)pyrido[3,4-d]pyrimidin-2-yl)bicyclo[1.1.1]pentane-1-carboxamide